FC1(CC(C1)C1=NN(C(=C1C)NC(CC1C(C1)(F)F)=O)C=1SC=CN1)F N-(3-(3,3-difluorocyclobutyl)-4-methyl-1-(thiazol-2-yl)-1H-pyrazol-5-yl)-2-(2,2-difluorocyclopropyl)acetamide